NC=1SC2=C(N1)C=CC(=C2)C2=NN(C(=C2)C2=C(C=CC=C2)Br)CC2=CC=C(C(=O)NO)C=C2 4-{[3-(2-aminobenzo[d]thiazol-6-yl)-5-(2-bromophenyl)-1H-pyrazol-1-yl]methyl}-N-hydroxybenzamide